The molecule is a dihydropterin, a member of neopterins and a pterin phosphate. It has a role as an Escherichia coli metabolite and a mouse metabolite. It derives from a 7,8-dihydroneopterin. It is a conjugate acid of a 7,8-dihydroneopterin 3'-phosphate(2-). C1C(=NC2=C(N1)N=C(NC2=O)N)[C@@H]([C@@H](COP(=O)(O)O)O)O